1-(3-((2-((3-Methyl-1-(1-methylpyrrolidin-3-yl)-1H-pyrazol-4-yl)amino)-5-(trifluoromethyl)pyrimidin-4-yl)amino)propyl)piperidin-2-on CC1=NN(C=C1NC1=NC=C(C(=N1)NCCCN1C(CCCC1)=O)C(F)(F)F)C1CN(CC1)C